3-((3aR,4R,6R,6aS)-6-(4-amino-2-chloro-5-(4-chloro-1-methyl-1H-pyrazol-3-yl)-7H-pyrrolo[2,3-d]pyrimidin-7-yl)-2,2-dimethyltetrahydro-4H-cyclopenta[d][1,3]dioxol-4-yl)benzaldehyde NC=1C2=C(N=C(N1)Cl)N(C=C2C2=NN(C=C2Cl)C)[C@@H]2C[C@@H]([C@@H]1[C@H]2OC(O1)(C)C)C=1C=C(C=O)C=CC1